5-[2-fluoro-6-hydroxy-4-(3-piperidinyl)phenyl]-1,1-dioxo-1,2,5-thiadiazolidin-3-one FC1=C(C(=CC(=C1)C1CNCCC1)O)N1CC(NS1(=O)=O)=O